ClC=1C=CC=C2C3(C(N(C12)C1=CC=C(C=C1)C[C@@H](C(=O)O)NC(C1=C(C=C(C=C1Cl)N1CCOCC1)Cl)=O)=O)CC3 (S)-3-(4-(7'-chloro-2'-oxospiro[cyclopropane-1,3'-indoline]-1'-yl)phenyl)-2-(2,6-dichloro-4-morpholinylbenzoylamino)propionic acid